2-(5-(cyclopropyl((1S,2S,3R,5R)-2-fluoro-8-azabicyclo[3.2.1]octan-3-yl)amino)pyrazin-2-yl)-5-(2-fluoro-6-methoxypyridin-4-yl)phenol C1(CC1)N(C=1N=CC(=NC1)C1=C(C=C(C=C1)C1=CC(=NC(=C1)OC)F)O)[C@H]1[C@H]([C@@H]2CC[C@H](C1)N2)F